CN1N=NC(=C1NC(O[C@H](C)C1=C(C=CC=C1)COC)=O)C1=NC(=C(C=C1)NS(=O)(=O)C)C (R)-1-(2-(methoxy-methyl)phenyl)ethyl (1-methyl-4-(6-methyl-5-(methyl-sulfonamido)pyridin-2-yl)-1H-1,2,3-triazol-5-yl)carbamate